(chloroform) dipalladium (0) [Pd].[Pd].C(Cl)(Cl)Cl